4-(2-(dimethylamino)ethoxy)-2-methoxy-N-(5-(thiophen-2-yl)-1,3,4-oxadiazol-2-yl)Benzamide CN(CCOC1=CC(=C(C(=O)NC=2OC(=NN2)C=2SC=CC2)C=C1)OC)C